2-(5-([1,1'-biphenyl]-3-yl)-3-(2,2-difluorocyclopropyl)-4-(4-sulfamoylbenzyl)-1H-pyrazol-1-yl)thiazole-4-carboxylic acid C1(=CC(=CC=C1)C1=C(C(=NN1C=1SC=C(N1)C(=O)O)C1C(C1)(F)F)CC1=CC=C(C=C1)S(N)(=O)=O)C1=CC=CC=C1